C1(=CC=CC=C1)OC(C(C(=O)OC1=CC=CC=C1)F)=O 2-Fluoromalonic acid diphenyl ester